CC=1C=NC=2N(C1C)N=CC2C2=NC(OC1=C2C=CC(=C1F)F)(CCC)C 4-(6,7-dimethylpyrazolo[1,5-a]pyrimidin-3-yl)-7,8-difluoro-2-methyl-2-propyl-2H-benzo[e][1,3]oxazine